ClC1=C(C=CC(=C1)C=1C=NN(C1)C)C1=NNC2=NC(=CN=C21)N2C[C@@H]1[C@]([C@@H]1CC2)(C2=C(C=CC=C2)F)CN ((1S,6R,7R)-3-(3-(2-chloro-4-(1-methyl-1H-pyrazol-4-yl)phenyl)-1H-pyrazolo[3,4-b]pyrazin-6-yl)-7-(2-fluorophenyl)-3-azabicyclo[4.1.0]heptan-7-yl)methanamine